[Zr].[Al] ALUMINUM-ZIRCONIUM